1-adamantylmethacrylate C12(CC3CC(CC(C1)C3)C2)OC(C(=C)C)=O